[O-2].[Ag+].[Zn+2] Zinc-Silver Oxide